C(C)(C)(C)OC(=O)N1C2CC(CC1CC2)NC=2N=NC(=CC2)C2=CC=C(C=1N=CSC12)N1N=CC=C1.S[SiH](SC1C(C)O1)CCC mercapto-propyl-[3-epoxypropyl]mercaptosilane tert-butyl-(exo)-3-({6-[4-(pyrazol-1-yl)-1,3-benzothiazol-7-yl]pyridazin-3-yl}amino)-8-azabicyclo[3.2.1]octane-8-carboxylate